boric fluoride tetraethyl-ammonium salt C(C)[N+](CC)(CC)CC.B(F)(F)F